OCCN(C1=CC(=C(C=C1)NC(=O)C=1OC(=CC1)C1=C(N=CN1C1CCCC1)C1=CC=C(C=C1)F)F)CCO N-(4-(bis(2-hydroxyethyl)amino)-2-fluorophenyl)-5-(1-cyclopentyl-4-(4-fluorophenyl)-1H-imidazol-5-yl)furan-2-carboxamide